3-{4-[2-(2-aminopyridin-3-yl)imidazo[4,5-b]pyridin-3-yl]phenyl}propanoic acid NC1=NC=CC=C1C1=NC=2C(=NC=CC2)N1C1=CC=C(C=C1)CCC(=O)O